CN1CC(CC(C1)(C)C)C(=O)O 1,5,5-trimethylpiperidine-3-carboxylic acid